rac-(5ar,6s,8as)-5a-(4-bromophenyl)-3-chloro-7,7-difluoro-6-phenyl-5a,6,7,8-tetrahydro-8aH-cyclopenta[4,5]furo[3,2-b]pyridine-8,8a-diol BrC1=CC=C(C=C1)[C@]12[C@](C3=NC=C(C=C3O1)Cl)(C(C([C@H]2C2=CC=CC=C2)(F)F)O)O |r|